ClC=1N(C=CN1)C(C)C=1C=C(SC1CC(C)C)S(=O)(=O)NC([O-])=O 4-(1-(2-chloro-1H-imidazol-1-yl) ethyl)-5-isobutylthiophene-2-sulfonylcarbamate